4-fluoro-5-chlorobenzamide hydrochloride Cl.FC1=CC=C(C(=O)N)C=C1Cl